ClC(COC1=CC=C(C=C1)C(C)(C)C1=CC=C(OCC(CO)O)C=C1)CO 3-(4-(2-(4-(2-chloro-3-hydroxypropoxy)phenyl)propan-2-yl)phenoxy)propane-1,2-diol